C(C1=CC=CC=C1)N1CCN(C2=CC=C(C=C12)OC)C(=O)NC(C)(C)C 4-benzyl-N-tert-butyl-6-methoxy-3,4-dihydroquinoxaline-1(2H)-carboxamide